5-ethyl-6-octyl-[1,2,4]triazolo[1,5-a]pyrimidin-7-ylamine C(C)C1=NC=2N(C(=C1CCCCCCCC)N)N=CN2